FC(=C(F)F)[B-](C(=C(F)F)F)(C(=C(F)F)F)C(=C(F)F)F.[CH2+]1=C=C=C=CCC1 cycloheptatrienenium tetrakis(1,2,2-trifluorovinyl)borate